[Ba].[Pb] plumbum barium